C(C1=CC=CC=C1)OC(=O)N[C@@H](C)C(=O)N([C@@H](CC(C)C)C(=O)OC)CC methyl N-(((benzyloxy)carbonyl)-L-alanyl)-N-ethyl-L-leucinate